8-((3-(2-isopropylphenyl)piperazin-1-yl)methyl)-2,2-dimethyl-2,3-dihydro-[1,4]dioxino[2,3-b]pyridine C(C)(C)C1=C(C=CC=C1)C1CN(CCN1)CC1=C2C(=NC=C1)OCC(O2)(C)C